tri-i-hexyl-trimellitic acid C(CCC(C)C)C=1C(=C(C(=C(C1C(=O)O)C(=O)O)CCCC(C)C)C(=O)O)CCCC(C)C